FC=1C=CC2=C(CCC3=NC4=C(C(NC[C@@H](O2)C)=O)C=NN4C=C3)C1 (7S)-11-fluoro-7-methyl-6,7,13,14-tetrahydro-1,15-ethenopyrazolo[4,3-f][1,4,8]benzoxadiazacyclotridecin-4(5H)-one